N1=NNN2N=C3C(N=C21)=CN=N3 PYRAZOLO[4,3-E]TETRAZOLO[4,5-B][1,2,4]TRIAZIN